C1(CC1)S(=O)(=O)N1N=CC(=C1)C1=NC=CC(=N1)NC1=NC=C(C(=O)NCCN2CCOCC2)C(=C1)NC(C)C 6-((2-(1-(cyclopropylsulfonyl)-1H-pyrazol-4-yl)pyrimidin-4-yl)amino)-4-(isopropylamino)-N-(2-morpholinoethyl)nicotinamide